N-nonanoyl-valine C(CCCCCCCC)(=O)N[C@@H](C(C)C)C(=O)O